ClC1=C(C=CC2=C1C(=N[C@H](C=1N2C(=NN1)C=1N=NC(=CC1)C)C)C1=C(C=CC=C1F)F)Cl (4S)-7,8-dichloro-6-(2,6-difluorophenyl)-4-methyl-1-(6-methylpyridazin-3-yl)-4H-[1,2,4]triazolo[4,3-a][1,4]benzodiazepine